4,6-Difluoro-3-nitro-1H-indole-2-carboxylic acid FC1=C2C(=C(NC2=CC(=C1)F)C(=O)O)[N+](=O)[O-]